(3-chlorobenzyl)piperazine ClC=1C=C(CN2CCNCC2)C=CC1